N-(4,5-Dimethoxy-2-((4-(2-(methyl((2-oxo-2,3-dihydrobenzo[d]oxazol-6-yl)methyl)amino)ethyl)phenyl)carbamoyl)phenyl)-4-oxo-4H-chromene-2-carboxamide COC1=CC(=C(C=C1OC)NC(=O)C=1OC2=CC=CC=C2C(C1)=O)C(NC1=CC=C(C=C1)CCN(CC1=CC2=C(NC(O2)=O)C=C1)C)=O